2,4-bistrifluoromethylbenzoyl chloride FC(C1=C(C(=O)Cl)C=CC(=C1)C(F)(F)F)(F)F